5-benzyl 1-ethyl ((E)-3-(4-isopropyl phenyl)acryloyl)glycyl-L-valyl-D-glutamate C(C)(C)C1=CC=C(C=C1)/C=C/C(=O)NCC(=O)N[C@@H](C(C)C)C(=O)N[C@H](CCC(=O)OCC1=CC=CC=C1)C(=O)OCC